4-methoxycarbonylbenzoyl-p-toluenesulfonylmethyl-dimethyl-sulfonium COC(=O)C1=CC=C(C(=O)C[S+](C)CS(=O)(=O)C2=CC=C(C)C=C2)C=C1